C(CC1=CC=CC=C1)N1C(=NC2=C1C=CC=C2)C2=CC=C(C=C2)C 1-phenethyl-2-(p-tolyl)-benzo[d]imidazole